ClC1=CC(=NC(=N1)C1=C2C(=NC=C1)NC=C2)N2[C@@H](COCC2)C (R)-4-(6-chloro-2-(1H-pyrrolo[2,3-B]pyridin-4-yl)pyrimidin-4-yl)-3-methylmorpholine